ClC1=C(C=C(C(=C1)OC([2H])([2H])[2H])C)C(C(C)SC#N)=O 1-(2-chloro-4-(methoxy-d3)-5-methylphenyl)-2-thiocyanatopropan-1-one